FC1=CC(=C(C=N1)C=1C=NC=2CCN(CC2C1)C=1C(=CC=2N(N1)C(C=C(N2)COC)=O)C)C 7-(3-(6-fluoro-4-methylpyridin-3-yl)-7,8-dihydro-1,6-naphthyridin-6(5H)-yl)-2-(methoxymethyl)-8-methyl-4H-pyrimido[1,2-b]pyridazin-4-one